ClC=1C=C(C=C(C1)Cl)C=1OC2=C(N1)C=CC(=C2)C(=O)OCC=2N(C(OC2C)=O)C (3,5-dimethyl-2-oxo-2,3-dihydrooxazol-4-yl)methyl 2-(3,5-dichlorophenyl)benzo[d]oxazole-6-carboxylate